O1CCC(CC1)C(N1C[C@@H]2[C@H](C1)CCC2)([2H])[2H] (3aR,5s,6aS)-2-((tetrahydro-2H-pyran-4-yl)methyl-d2)octahydrocyclopenta[c]pyrrol